2-[2-(dimethylamino)-5-ethyl-6-[4-(5-hydroxy-6-methylpyrimidine-4-carbonyl)piperazin-1-yl]-7-oxo-[1,2,4]triazolo[1,5-a]pyrimidin-4-yl]-N-{4-[(trifluoromethyl)sulfanyl]phenyl}acetamide CN(C1=NN2C(N(C(=C(C2=O)N2CCN(CC2)C(=O)C2=NC=NC(=C2O)C)CC)CC(=O)NC2=CC=C(C=C2)SC(F)(F)F)=N1)C